ClC=1C(=NC(=NC1)NC1=C(C=C(C(=C1)C=1C=NN(C1)C)N1CCC(CC1)N(C)C)OC)NC1=CC=C(C(=C1P(C)(C)=O)C)C (6-((5-Chloro-2-((4-(4-(dimethylamino)piperidine-1-yl)-2-methoxy-5-(1-methyl-1H-pyrazole-4-yl)phenyl)amino)pyrimidine-4-yl)amino)-2,3-dimethylphenyl)dimethylphosphine oxide